C1=CC=CC=2C3=CC=CC=C3C(C12)COC(=O)NC1(CCCC1)C(=O)O 1-(9H-fluoren-9-ylmethoxycarbonylamino)cyclopentan-1-carboxylic acid